O1COC2=C1C=CC(=C2)C2=CC=C(C(N2CC=2C=NC=C(C2)C(C2=CC=C(C=C2)F)=O)=O)NC([C@H](C)NC)=O (S)-N-{6-benzo[1,3]dioxol-5-yl-1-[5-(4-fluoro-benzoyl)-pyridin-3-ylmethyl]-2-oxo-1,2-dihydro-pyridin-3-yl}-2-methylamino-propionamide